1-(2-chlorophenyl)-(R,S)-1,2-propanediol ClC1=C(C=CC=C1)[C@H]([C@H](C)O)O